3-(2-hydroxyphenyl)propionic acid-2-hydroxyPropyl ester OC(COC(CCC1=C(C=CC=C1)O)=O)C